O=C1NC(CCC1N1C(C2=CC=C(C=C2C1)N1CCN(CC1)CCCCCCNC(OC(C)(C)C)=O)=O)=O tert-butyl (6-(4-(2-(2,6-dioxopiperidin-3-yl)-1-oxoisoindolin-5-yl)piperazin-1-yl)hexyl)carbamate